BrC1=CC=CC2=C1N(C=N2)CCCCCN(C(OC(C)(C)C)=O)C tert-butyl N-[5-(7-bromobenzimidazol-1-yl)pentyl]-N-methyl-carbamate